((2-(4-((1H-indazol-5-yl)ethynyl)-[2,4'-bipyrimidin]-2'-yl)isoindolin-5-yl)oxy)-N,N-dimethylethylamine N1N=CC2=CC(=CC=C12)C#CC1=NC(=NC=C1)C1=NC(=NC=C1)N1CC2=CC=C(C=C2C1)OC(C)N(C)C